(2R,3S)-3-((2-(6-chloro-3-methoxyquinolin-8-yl)-6-fluorothiazolo[5,4-b]pyridin-5-yl)oxy)butan-2-yl (2-methylpyrimidin-5-yl)carbamate CC1=NC=C(C=N1)NC(O[C@H](C)[C@H](C)OC1=C(C=C2C(=N1)SC(=N2)C=2C=C(C=C1C=C(C=NC21)OC)Cl)F)=O